O1CCN(CC1)C1=CC(=NC=C1)NC1=NC=NC2=CC(=C(C=C12)NC(CCCCC(=O)OC)=O)OC methyl 6-((4-((4-morpholinopyridin-2-yl) amino)-7-methoxyquinazolin-6-yl) amino)-6-oxohexanoate